C1(CC1)C(=O)NC1=NC=CC(=C1)OC1=C(C=C(C=C1)C=1N(C=C(N1)C(=O)N)C1=CC=C(C=C1)C)F (4-{[2-(cyclopropanecarboxamido)pyridin-4-yl]oxy}-3-fluorophenyl)-1-(4-methylphenyl)-1H-imidazole-4-carboxamide